CS(=O)(=O)NC=1C=C(C=CC1)NC(=O)C=1SC=C(C1)C(=O)NC1=CC=C(C=C1)OC(F)(F)F N2-(3-(methylsulfonamido)phenyl)-N4-(4-(trifluoromethoxy)phenyl)thiophene-2,4-dicarboxamide